FC(C)(F)C=1C=C(C=CC1)NC(=O)C=1C(=NN(C1CC(C)C)C1=CC=C(C=C1)OC(F)F)C N-(3-(1,1-difluoroethyl)phenyl)-1-(4-(difluoromethoxy)phenyl)-5-isobutyl-3-methyl-1H-pyrazole-4-carboxamide